OXAn oxide [O+]1(CCCCC1)[O-]